C1CC12NCCN(C2)C=2C=CC=1N(C(C=C(N1)C=1C=C(C=3N(N1)C=C(N3)C)C)=O)C2 7-(4,7-diazaspiro[2.5]oct-7-yl)-2-(2,8-dimethylimidazo[1,2-b]pyridazin-6-yl)pyrido[1,2-a]pyrimidin-4-one